2-(3-((2-((1-(2-methoxyethyl)-1H-pyrazol-4-yl)amino)-5-methylthieno[2,3-d]pyrimidine-4-yl)amino)phenyl)propan-2-ol COCCN1N=CC(=C1)NC=1N=C(C2=C(N1)SC=C2C)NC=2C=C(C=CC2)C(C)(C)O